FC(C)(F)C1NC(NC2=CC=C(C=C12)F)=O 4-(1,1-difluoroethyl)-6-fluoro-3,4-dihydro-quinazolin-2(1H)-one